C(C)(C)(C)OC(=O)NCCN1C2=C(C3=CC(=CC=C13)NC1=CC(=C(C=C1)Cl)Cl)CCN(C2)C(=O)OC(C)(C)C tert-Butyl 9-(2-(tert-butoxycarbonylamino)ethyl)-6-(3,4-dichlorophenylamino)-3,4-dihydro-1H-pyrido[3,4-b]indole-2(9H)-carboxylate